CC1=C(C=C(C=C1)OC1=CC=CC=C1)C 1,2-dimethyl-4-phenoxybenzene